(12-bromododecyl)triphenylphosphonium BrCCCCCCCCCCCC[P+](C1=CC=CC=C1)(C1=CC=CC=C1)C1=CC=CC=C1